1-(1Z-hexadecenyl)-2-docosanoyl-glycero-3-phospho-(1'-sn-glycerol) CCCCCCCCCCCCCCCCCCCCCC(=O)O[C@H](CO/C=C\CCCCCCCCCCCCCC)COP(=O)(O)OC[C@H](CO)O